C(C)(C)(C)C=1C(=C(C=CC1C(C)(C)C)O)C 3,4-di-tert-butyl-2-methyl-phenol